6-hydroxy-6,15-bis(trifluoromethyl)-19-oxa-3,4,12,18-tetrazatricyclo[12.3.1.12,5]nonadeca-1(18),2,4,14,16-pentaen-13-one OC1(C2=NN=C(C=3C=CC(=C(C(NCCCCC1)=O)N3)C(F)(F)F)O2)C(F)(F)F